C1(CCC1)C1=CC=C(C=C1)C[C@H](NC(OC(C)(C)C)=O)C(NCCCC[C@H](NC(N[C@@H](CCC(=O)OC(C)(C)C)C(=O)OC(C)(C)C)=O)C(=O)OC(C)(C)C)=O tri-tert-butyl (6S,13S,17S)-6-[(4-cyclobutylphenyl)methyl]-2,2-dimethyl-4,7,15-trioxo-3-oxa-5,8,14,16-tetraazanonadecane-13,17,19-tricarboxylate